FC(C1C(CNCC1)N)(F)F 4-(trifluoromethyl)piperidin-3-amine